4-(6-bromo-3,8-diisopropylpyrene-1-yl)-6-phenyldibenzo[b,d]furan BrC1=C2C=CC3=C(C=C(C4=CC=C(C(=C1)C(C)C)C2=C43)C4=CC=CC3=C4OC4=C3C=CC=C4C4=CC=CC=C4)C(C)C